C=C\C=C/CC(CCC)=O (Z)-6-nonadienal